3-[2-(Methylamino)propyl]-1H-indol-4-ol CNC(CC1=CNC=2C=CC=C(C12)O)C